1,2'-O-dimethyl-inosine CN1C(C=2N=CN([C@H]3[C@H](OC)[C@H](O)[C@@H](CO)O3)C2N=C1)=O